ClC1=C(C=CC=C1OC)C(=O)N1C[C@H]2CO[C@@H](CN2CC1)C1=NC=C(C(=C1)C(F)F)Cl (2-chloro-3-methoxy-phenyl)-[(3S,9aS)-3-[5-chloro-4-(difluoromethyl)-2-pyridyl]-3,4,6,7,9,9a-hexahydro-1H-pyrazino[2,1-c][1,4]oxazin-8-yl]methanone